NC1=NC=CC=C1C1=NC=2C(=NC(=CC2)N2N=CC=C2)N1C=1C=C2CC[C@@H](C2=CC1)NC(C1=CC(=C(C(=C1)C=O)O)OC(F)F)=O (S)-N-(5-(2-(2-aminopyridin-3-yl)-5-(1H-pyrazol-1-yl)-3H-imidazo[4,5-b]pyridin-3-yl)-2,3-dihydro-1H-inden-1-yl)-3-(difluoromethoxy)-5-formyl-4-hydroxybenzamide